FC=1C=C(C=CC1)S(=O)(=O)N1C[C@H](CCC1)NC(OCC1=CC=CC=C1)=O benzyl N-[(3S)-1-(3-fluorophenyl)sulfonyl-3-piperidyl]carbamate